3-(8-(bis(4-methoxybenzyl)amino)-2-(hydroxymethyl)-5-(pyrimidin-4-yl)-[1,2,4]triazolo[1,5-a]pyrazin-6-yl)benzonitrile COC1=CC=C(CN(C=2C=3N(C(=C(N2)C=2C=C(C#N)C=CC2)C2=NC=NC=C2)N=C(N3)CO)CC3=CC=C(C=C3)OC)C=C1